iodonium benzoate C(C1=CC=CC=C1)(=O)[O-].[IH2+]